Cl.O1C2=C(NCC1)C=C(C=C2)O 3,4-dihydro-2H-benzo[b][1,4]oxazin-6-ol hydrochloride